(S)-3-(2-methylpyrimidin-5-yl)-3-(4-(3-(5,6,7,8-tetrahydro-1,8-naphthyridin-2-yl)propyl)thiazol-2-yl)propanoic acid CC1=NC=C(C=N1)[C@H](CC(=O)O)C=1SC=C(N1)CCCC1=NC=2NCCCC2C=C1